ClC=1C2=CN(N=C2C=CC1C1=CN(C=2N=C(N(C(C21)=O)C)N2CCC(CC2)(C)NC(OC(C)(C)C)=O)COCC[Si](C)(C)C)CC tert-Butyl (1-(5-(4-chloro-2-ethyl-2H-indazol-5-yl)-3-methyl-4-oxo-7-((2-(trimethylsilyl)ethoxy)meth-yl)-4,7-dihydro-3H-pyrrolo[2,3-d]pyrimidin-2-yl)-4-methylpiperidin-4-yl)carbamate